2-(trifluoromethyl)-1,3-phenylenediamine FC(C1=C(C=CC=C1N)N)(F)F